2,2-diethyl-4-phenyl-1-benzenesulfonylpyrrolidine C(C)C1(N(CC(C1)C1=CC=CC=C1)S(=O)(=O)C1=CC=CC=C1)CC